C12(CC=CC3=CC=CC=C13)CC2 spiro[cyclopropane-1,1'-naphthalene]